C(C)(C)C=1C=C(C(N(N1)C1=NC=C(C=C1)C)=O)C(=O)O 6-Isopropyl-2-(5-methylpyridin-2-yl)-3-oxo-2,3-dihydropyridazine-4-carboxylic acid